Copper indium oxysulfide O=S.[In].[Cu]